(2S,11aR)-7-Fluoro-6-isopropyl-8-methyl-2-((2-oxo-1,2,3,4-tetrahydro-1,6-naphthyridin-7-yl)oxy)-2,3,11,11a-tetrahydro-1H,5H-benzo[f]pyrrolo[2,1-c][1,4]oxazepin-5-one FC=1C(=CC2=C(C(N3[C@@H](CO2)C[C@@H](C3)OC3=NC=C2CCC(NC2=C3)=O)=O)C1C(C)C)C